4-({[4-cyano-1-(furan-2-carbonyl)-3-[2-methyl-1-(pyrrolidine-1-sulfonyl)azetidin-3-yl]-1H-pyrazol-5-yl]sulfanyl}methyl)benzene-1-carboximidamide C(#N)C=1C(=NN(C1SCC1=CC=C(C=C1)C(N)=N)C(=O)C=1OC=CC1)C1C(N(C1)S(=O)(=O)N1CCCC1)C